CC1CC2C(N1)CN(C2)C(=O)OC(C)(C)C tert-butyl 2-methyl-hexahydro-1H-pyrrolo[3,4-b]pyrrole-5-carboxylate